phenyltris(dimethylsilyl)silane C1(=CC=CC=C1)[Si]([SiH](C)C)([SiH](C)C)[SiH](C)C